1-(2-acetoxyacetyl)-4-(7,8-dichloro-4-(1H-imidazol-1-yl)quinolin-2-yl)piperazine-2-carboxylic acid methyl ester COC(=O)C1N(CCN(C1)C1=NC2=C(C(=CC=C2C(=C1)N1C=NC=C1)Cl)Cl)C(COC(C)=O)=O